CSC1=NC=C2NC(N(C2=N1)C1CC(C1)C#N)=O 3-(2-(methylthio)-8-oxo-7,8-dihydro-9H-purin-9-yl)cyclobutane-1-carbonitrile